methyl (S)-2-(chloromethyl)-4-(methoxy-d3)-1-(oxetan-2-ylmethyl)-1H-benzo[d]imidazole-6-carboxylate ClCC1=NC2=C(N1C[C@H]1OCC1)C=C(C=C2OC([2H])([2H])[2H])C(=O)OC